N(=[N+]=[N-])O monoazidoalcohol